tert-butyl 4-[7-({8-fluoro-2-methylimidazo[1,2-a]pyridin-6-yl}carbamoyl)-2-[(3-methyloxetan-3-yl)methyl]indazol-4-yl]piperazine-1-carboxylate FC=1C=2N(C=C(C1)NC(=O)C1=CC=C(C3=CN(N=C13)CC1(COC1)C)N1CCN(CC1)C(=O)OC(C)(C)C)C=C(N2)C